phosphosulphur P(=O)(=O)[S]